3-(3-chlorophenyl)-1,4-bis(4-methoxyphenyl)-1H-pyrazole ClC=1C=C(C=CC1)C1=NN(C=C1C1=CC=C(C=C1)OC)C1=CC=C(C=C1)OC